N1=CC=C2N1C1=CC=CC=C1C=C2 pyrazolo[1,5-a]quinoline